2-[6-(4-aminopiperidin-1-yl)-3,5-dicyano-4-ethylpyridin-2-yl]sulfanyl-2-phenylacetamide NC1CCN(CC1)C1=C(C(=C(C(=N1)SC(C(=O)N)C1=CC=CC=C1)C#N)CC)C#N